FC=1C=C2C=CNC(C2=CC1F)=O 6,7-Difluoroisoquinolin-1(2H)-one